C(C1=CC=CC=C1)N1C=CC2=C(C=CC=C12)CNCCOCC1CCN(CC1)C(=O)OCC1=CC=CC=C1 benzyl 4-((2-(((1-benzyl-1H-indol-4-yl)methyl)amino)ethoxy)methyl)piperidine-1-carboxylate